(Z)-5-(5-Amino-4-methylpyridin-3-yl)-3-(1-((1-methyl-1H-pyrazol-3-yl)amino)ethylidene)-1H-pyrrolo[2,3-c]pyridin-2(3H)-one NC=1C(=C(C=NC1)C=1C=C/2C(=CN1)NC(\C2=C(\C)/NC2=NN(C=C2)C)=O)C